3-((6-chloro-2-cyclopropyl-7-fluoro-1-(1-methyl-1H-pyrazol-4-yl)-1H-indol-3-yl)thio)-2-fluorobenzoic acid ClC1=CC=C2C(=C(N(C2=C1F)C=1C=NN(C1)C)C1CC1)SC=1C(=C(C(=O)O)C=CC1)F